diisopropylamine hydrochloride salt Cl.C(C)(C)NC(C)C